5-chloro-2-(1H-pyrrol-1-yl)aniline ClC=1C=CC(=C(N)C1)N1C=CC=C1